N-ethylpyridine bis(trifluoromethanesulfonyl)imide salt [N-](S(=O)(=O)C(F)(F)F)S(=O)(=O)C(F)(F)F.C(C)N1CC=CC=C1